2-hydroxy-benzimidazole OC=1NC2=C(N1)C=CC=C2